tert-butyl 3'-hydroxy-8'-methoxyspiro[azetidine-3,6'-benzo[c]chromene]-1-carboxylate OC1=CC=C2C3=C(C4(OC2=C1)CN(C4)C(=O)OC(C)(C)C)C=C(C=C3)OC